(R)-2-(4-(ethoxycarbonyl)phenyl)-3-oxohexahydroimidazo[1,5-a]Pyrazine-7(1H)-carboxylic acid tert-butyl ester C(C)(C)(C)OC(=O)N1C[C@@H]2N(CC1)C(N(C2)C2=CC=C(C=C2)C(=O)OCC)=O